tert-butyl (2-bromo-5-(cyclopropylmethoxy)pyridin-4-yl)carbamate BrC1=NC=C(C(=C1)NC(OC(C)(C)C)=O)OCC1CC1